N-(6-butyl-1H-benzo[d]imidazole-2-yl)furan-2-carboxamide C(CCC)C=1C=CC2=C(NC(=N2)NC(=O)C=2OC=CC2)C1